ClC1=NC(=C2N=CN(C2=N1)C([2H])([2H])[2H])Cl 2,6-dichloro-9-(methyl-d3)-9H-purine